CC1=NC(=CC(=N1)NC1=NN2C(C=C(C=C2)C2=C(C=NN2C)OC[C@H]2OCC[C@@H]2O)=C1)C (2R,3S)-2-[[5-[2-[(2,6-dimethylpyrimidin-4-yl)amino]pyrazolo[1,5-a]pyridin-5-yl]-1-methyl-pyrazol-4-yl]oxymethyl]tetrahydrofuran-3-ol